methylhexanoic acid sodium salt [Na+].CC(C(=O)[O-])CCCC